(S)- and (R)-4-(2-((2-(6-(1-methyl-1H-pyrazol-4-yl)pyrazolo[1,5-a]pyridin-3-yl)-2-oxo-1-phenylethyl)amino)ethyl)benzene-sulfonamide CN1N=CC(=C1)C=1C=CC=2N(C1)N=CC2C([C@H](C2=CC=CC=C2)NCCC2=CC=C(C=C2)S(=O)(=O)N)=O |r|